N=1C(N=C2C=CC=CC12)=O Aza-2-indolone